1-((R)-3-(4-amino-7-methyl-5-((R)-4-(pyrrolidine-1-carbonyl)cyclohex-1-en-1-yl)-7H-pyrrolo[2,3-d]pyrimidin-6-yl)pyrrolidin-1-yl)prop-2-en-1-one NC=1C2=C(N=CN1)N(C(=C2C2=CC[C@@H](CC2)C(=O)N2CCCC2)[C@H]2CN(CC2)C(C=C)=O)C